N1=CC(=CC=C1)C=1C=C(C=C(C1)C=1C=NC=CC1)C=1C=NC(=NC1)C 5-(3,5-bis-3-pyridylphenyl)-2-methylpyrimidine